FC=1C=C(C=CC1)COC(C)C=1C=C2NC1C=C1C=C(C(=N1)C=C1C=CC(N1)=CC=1C=CC(N1)=C2)C(C)OCC2=CC(=CC=C2)F 3,8-bis(1-(3-fluorophenylmethoxy)ethyl)porphyrin